NC1=C(C(=O)OC2=CC3=CC=CC=C3C=C2)C(=CC=C1)C naphthalen-2-yl 2-amino-6-methylbenzoate